FC(C1=NN=C(O1)C=1C=CC(=NC1)CN1C(N(C=2C1=NC=CC2)C2CCNCC2)=O)F 3-((5-(5-(Difluoromethyl)-1,3,4-oxadiazol-2-yl)pyridin-2-yl)methyl)-1-(piperidin-4-yl)-1,3-dihydro-2H-imidazo[4,5-b]pyridin-2-one